(R)-3-(((1-((tert-butyldiphenylsilyl)oxy)-3-(nonadecyloxy)propan-2-yl)oxy)methyl)-5-fluorobenzonitrile [Si](C1=CC=CC=C1)(C1=CC=CC=C1)(C(C)(C)C)OC[C@@H](COCCCCCCCCCCCCCCCCCCC)OCC=1C=C(C#N)C=C(C1)F